N-(5-bromo-4-methyl-thiazol-2-yl)-3-[[7-(5-methyl-1,2,4-oxadiazol-3-yl)-1-isoquinolyl]amino]-cyclobutanecarboxamide BrC1=C(N=C(S1)NC(=O)C1CC(C1)NC1=NC=CC2=CC=C(C=C12)C1=NOC(=N1)C)C